6-((4-methoxybenzyl)thio)benzo[d]thiazol-2-amine COC1=CC=C(CSC2=CC3=C(N=C(S3)N)C=C2)C=C1